N-(5-((6-((R)-3-(3-chloro-4-fluorophenyl)isoxazolidine-2-yl)pyrimidine-4-yl)amino)-2-(4-cyclopropylpiperazine-1-yl)-4-methoxyphenyl)acrylamide ClC=1C=C(C=CC1F)[C@@H]1N(OCC1)C1=CC(=NC=N1)NC=1C(=CC(=C(C1)NC(C=C)=O)N1CCN(CC1)C1CC1)OC